NC(C(=O)O)(CCCCB(O)O)CCCCN1C(CCCC1)C1=CC=C(C=C1)F 2-amino-6-borono-2-(4-(2-(4-fluorophenyl)piperidin-1-yl)butyl)hexanoic acid